P([O-])([O-])(N)=S Phosphorothiamidate